(2S,4R)-9-[1-[(2R)-2-amino-2-(1H-imidazol-4-yl)acetyl]azetidin-3-yl]oxy-5,5-dihydroxy-6-oxa-5-boranuidatricyclo[5.4.0.02,4]undeca-1(11),7,9-triene-8-carboxylic acid N[C@@H](C(=O)N1CC(C1)OC=1C(=C2O[B-]([C@@H]3C[C@@H]3C2=CC1)(O)O)C(=O)O)C=1N=CNC1